COC1=CC=C(C=C1)C#CS(=O)(=O)C(F)(F)F 1-methoxy-4-((trifluoromethanesulfonyl)ethynyl)benzene